(E)-1-(2,4-Dihydroxyphenyl)-3-(4-phenylphenyl)prop-2-en-1-one OC1=C(C=CC(=C1)O)C(\C=C\C1=CC=C(C=C1)C1=CC=CC=C1)=O